2-chloro-N-(furan-2-ylmethyl)-6-methoxyquinolin-4-amine ClC1=NC2=CC=C(C=C2C(=C1)NCC=1OC=CC1)OC